2-(5-(4-(7H-pyrrolo[2,3-d]pyrimidin-4-yl)-1H-pyrazol-1-yl)-2-(propylsulfonyl)octahydrocyclopenta[c]pyrrol-5-yl)acetonitrile N1=CN=C(C2=C1NC=C2)C=2C=NN(C2)C2(CC1C(CN(C1)S(=O)(=O)CCC)C2)CC#N